acrylic acid methoxyethyl ester COCCOC(C=C)=O